tert-Butyl 7-(3-amino-8-chloro-7-fluoro-6-isoquinolyl)-8-methyl-2,3-dihydropyrido[2,3-b][1,4]oxazine-1-carboxylate NC=1N=CC2=C(C(=C(C=C2C1)C1=C(C2=C(OCCN2C(=O)OC(C)(C)C)N=C1)C)F)Cl